diethyl-dimethoxysilane C(C)[Si](OC)(OC)CC